C(\C=C/C(=O)Cl)(=O)Cl cis-butenedioyl chloride